4-methylenedioxyphenyltriethoxysilane C1OC2=CC=C(C=C2O1)[Si](OCC)(OCC)OCC